COC(=O)C=1C=NC(=CC1)COC=1SC(=NN1)N.C(C)S(=O)(=O)OC=CC1=CC=C(C=C1)C.[Te] (E)-tellurium (4-methyl styryl) ethyl-sulfonate methyl-6-(((5-amino-1,3,4-thiadiazol-2-yl)oxy)methyl)pyridine-3-carboxylate